3-phenylprop-2-enyl 3-phenylprop-2-enoate C1(=CC=CC=C1)C=CC(=O)OCC=CC1=CC=CC=C1